FCCCCN(C(OC(C)(C)C)=O)C tert-butyl N-(4-fluorobutyl)-N-methylcarbamate